Perylo[1,12-bcd]selenophene Se-oxide [Se]1(C2=C3C4=C1C=CC=1C=CC=C(C=5C=CC=C(C=C2)C53)C14)=O